2-(((1s,4s)-4-((7-morpholino-1,6-naphthyridin-5-yl)oxy)cyclohexyl)amino)pyrimidine-5-carboxylic acid O1CCN(CC1)C1=NC(=C2C=CC=NC2=C1)OC1CCC(CC1)NC1=NC=C(C=N1)C(=O)O